FC1=CC=C(C=C1)C=1C=C2C=C(C(N(C2=NC1)CC1=NC=CC=C1)=O)C(=O)NC1CC2(C1)CCC2 6-(4-fluorophenyl)-2-oxo-1-(pyridin-2-ylmethyl)-N-(spiro[3.3]heptan-2-yl)-1,2-dihydro-1,8-naphthyridine-3-carboxamide